COC(=O)C1(CC(C1)O)C=1SC(=C(N1)C)OC1=C(C=C(C=C1)N1N=CN(C1=O)CC1=C(C=CC=C1F)F)F (5-(4-(4-(2,6-difluorobenzyl)-5-oxo-4,5-dihydro-1H-1,2,4-triazol-1-yl)-2-fluorophenoxy)-4-methylthiazol-2-yl)-3-hydroxycyclobutane-1-carboxylic acid methyl ester